4-formylbenzoyl chloride C(=O)C1=CC=C(C(=O)Cl)C=C1